17-carboxy-heptadecanoic acid monotert-butyl ester C(C)(C)(C)OC(CCCCCCCCCCCCCCCCC(=O)O)=O